(S)-6-(2-(2-((6-(3-(1-(3-(((4-methyl-5-(pyrimidin-4-yl)-4H-1,2,4-triazol-3-yl)methyl)amino)benzamido)ethyl)phenoxy)hexyl)oxy)ethoxy)ethoxy)hexanoic acid CN1C(=NN=C1C1=NC=NC=C1)CNC=1C=C(C(=O)N[C@@H](C)C=2C=C(OCCCCCCOCCOCCOCCCCCC(=O)O)C=CC2)C=CC1